N[C@@H](CCCNC(N)=N)C(=O)N[C@H](CS)C(=O)N[C@H](CCC(N)=O)C(=O)N[C@H](CS)C(=O)N[C@H](CCCNC(N)=N)C(=O)N[C@H](CCCNC(N)=N)C(=O)N[C@H](CCCCN)C(=O)N[C@H](CC(N)=O)C(=O)O arginyl-D-cysteinyl-D-glutaminyl-D-cysteinyl-D-arginyl-D-arginyl-D-lysyl-D-asparagine